C(=O)O.FC(OC1=C(C(=C(C=C1)C1=CN=C2N1C=CN=C2NC2=CC(=C(C(=O)N[C@@H](CNC(=O)C1CCNCC1)C)C=C2)CC)F)F)F |r| rac-(R)-N-(2-(4-((3-(4-(difluoromethoxy)-2,3-difluorophenyl)imidazo[1,2-a]pyrazin-8-yl)amino)-2-ethylbenzamido)propyl)piperidine-4-carboxamide formate